C(#N)[C@H]1N(CC(C1)(F)F)C(=O)C1C[C@H](C(N1)=O)CC(=O)N1CC=2C=CC=C(C2C1)C(=O)N 2-(2-((3S)-5-((S)-2-cyano-4,4-difluoropyrrolidine-1-carbonyl)-2-oxopyrrolidin-3-yl)acetyl)isoindoline-4-carboxylic acid amide